O1COC2=C1C=CC=C2CN2[C@H](CCC2)C(=O)NC2=C(C=C(C=C2)F)OC (R)-1-(benzo[d][1,3]dioxol-4-ylmethyl)-N-(4-fluoro-2-methoxyphenyl)pyrrolidine-2-carboxamide